NC(C(=O)O)C=C 2-AMINO-3-BUTENOIC ACID